2,3-dihydro-[1,4]dioxino[2,3-b]pyridine-7-carboxylic acid O1CCOC2=NC=C(C=C21)C(=O)O